ClC=1C=C(C=CC1Cl)C1=CC2=C(NC3=C(CC2)C=CC=C3)C=C1NCCNC(OC(C)(C)C)=O tert-Butyl 2-(2-(3,4-dichlorophenyl)-10,11-dihydro-5H-dibenzo[b,f]azepin-3-ylamino)ethylcarbamate